N-((6-aminopyridin-2-yl)sulfonyl)-6-(3-fluoro-5-isobutoxyphenyl)-2-((1S,2S,5S,6R)-3-azatricyclo[4.2.1.02,5]nonan-3-yl)nicotinamide NC1=CC=CC(=N1)S(=O)(=O)NC(C1=C(N=C(C=C1)C1=CC(=CC(=C1)OCC(C)C)F)N1[C@H]2[C@H]3CC[C@@H]([C@H]2C1)C3)=O